Isoindoline-1-carboxamide C1(NCC2=CC=CC=C12)C(=O)N